(2,5-dimethyl-4-phenoxyphenyl)-N-ethyl-N-methylmethanimidamide CC1=C(C=C(C(=C1)OC1=CC=CC=C1)C)C(N(C)CC)=N